2-((4-fluoro-2-methylphenyl)amino)-N-(5-methoxypyrazin-2-yl)-4-(trifluoromethyl)benzamide FC1=CC(=C(C=C1)NC1=C(C(=O)NC2=NC=C(N=C2)OC)C=CC(=C1)C(F)(F)F)C